C(N)(OC=1C=NN(C1)CC=1N=NC(=CC1)Cl)=O (1-((6-chloropyridazin-3-yl) methyl)-1H-pyrazol-4-yl) carbamate